COC1=C(C(=CC=C1)P(C2=CC(=C(C(=C2)OC)OC)OC)C3=CC(=C(C(=C3)OC)OC)OC)C4=C(C=CC=C4P(C5=CC(=C(C(=C5)OC)OC)OC)C6=CC(=C(C(=C6)OC)OC)OC)OC (R)-(6,6'-dimethoxybiphenyl-2,2'-diyl)bis[bis(3,4,5-trimethoxyphenyl)phosphine]